tert-butyl (R)-(1',8-dimethyl-1,5-dioxo-1,5-dihydro-2H-spiro[imidazo[1,5-a]pyridine-3,3'-piperidin]-6-yl)carbamate CN1C[C@]2(CCC1)NC(C=1N2C(C(=CC1C)NC(OC(C)(C)C)=O)=O)=O